C(C=1C(S)=CC=CC1)(=O)[O-] Thiosalicylat